N1-[3-(2,6-Dichloro-4-methoxyphenyl)-2,5-dimethylpyrazolo[1,5-a]pyrimidin-7-yl]-N3-[1-(phenylmethyl)-4-piperidinyl]-1,3-cyclohexanediamine ClC1=C(C(=CC(=C1)OC)Cl)C=1C(=NN2C1N=C(C=C2NC2CC(CCC2)NC2CCN(CC2)CC2=CC=CC=C2)C)C